4-(6-chlorobenzo[d]oxazol-2-yl)benzoic acid methyl ester COC(C1=CC=C(C=C1)C=1OC2=C(N1)C=CC(=C2)Cl)=O